C(C1=CC=CC=C1)N1C[C@H](CC1)NCC=1C=C2CN(C(C2=CC1)=O)C1C(N(C(CC1)=O)COCC[Si](C)(C)C)=O 3-(5-((((S)-1-benzylpyrrolidin-3-yl)amino)methyl)-1-oxoisoindolin-2-yl)-1-((2-(trimethylsilyl)ethoxy)methyl)piperidine-2,6-dione